Cl.OC1(CNC1)C#CC=1C=C2CN(C(C2=CC1)=O)C1C(NC(CC1)=O)=O 3-(5-((3-hydroxyazetidin-3-yl)ethynyl)-1-oxoisoindolin-2-yl)piperidine-2,6-dione hydrochloride